2-benzyl-5-chloro-4-fluoropyridazin-3(2H)-one C(C1=CC=CC=C1)N1N=CC(=C(C1=O)F)Cl